BrC=1C=C(C)C=C(C1)Br 3,5-dibromo-toluene